OCCCC1=CC=CC=C1 1-hydroxy-3-phenylpropan